[Fe].[Al].[Mg] magnesium-aluminum iron